N-(2,6-dimethyl-2H-indazol-5-yl)-4-(4,7-diazaspiro[2.5]octan-7-yl)-2,3-dihydro-1H-pyrrolo[2,3-b]pyridine-1-carboxamide 2,2,2-trifluoroacetate FC(C(=O)O)(F)F.CN1N=C2C=C(C(=CC2=C1)NC(=O)N1CCC=2C1=NC=CC2N2CCNC1(CC1)C2)C